N-(4-(4-butoxyphenyl)-1H-pyrrolo[2,3-b]pyridin-6-yl)cyclopropylcarboxamide C(CCC)OC1=CC=C(C=C1)C1=C2C(=NC(=C1)NC(=O)C1CC1)NC=C2